arginyl-glycyl-aspartic acid N[C@@H](CCCNC(N)=N)C(=O)NCC(=O)N[C@@H](CC(=O)O)C(=O)O